(R)-5-((1-(4-((3-chloro-4-(trifluoromethoxy)benzyl)amino)butoxy)propan-2-yl)amino)benzo[c][2,6]naphthyridine-8-carboxamide ClC=1C=C(CNCCCCOC[C@@H](C)NC2=NC3=C(C4=CN=CC=C24)C=CC(=C3)C(=O)N)C=CC1OC(F)(F)F